OC=1C=C2CC[C@@H]([C@@H](C2=CC1)C1=CC=C(C=C1)N1CCC(CC1)N1CCN(CC1)CC1(CCCCC1)C=O)C1=CC=CC=C1 (4-(1-(4-((1R,2S)-6-hydroxy-2-phenyl-1,2,3,4-tetrahydronaphthalen-1-yl)phenyl)piperidin-4-yl)piperazin-1-ylmethyl)cyclohexane-1-carbaldehyde